FC1=C(C=C(C(=C1)F)[S@@](=O)C)N1CCN(CC1)C(=O)OC(C)(C)C tert-butyl (S)-4-(2,4-difluoro-5-(methylsulfinyl)phenyl)piperazine-1-carboxylate